The molecule is a cembrane diterpenoid isolated from Lobophytum hedleyi and Lobophytum. It exhibits anti-HIV-1 activity. It has a role as an anti-HIV-1 agent and a coral metabolite. It is a cembrane diterpenoid, a monocarboxylic acid and a gamma-lactone. C/C/1=C\\CC/C(=C/CC/C(=C/[C@H]2[C@@H](CC1)C(=C)C(=O)O2)/C)/C(=O)O